FC=1C(=C(C=CC1)C1C2=C(NC(=C1C(=O)OC)C)COC2=O)C2CC(C2)F methyl 4-(3-fluoro-2-(3-fluorocyclobutyl) phenyl)-2-methyl-5-oxo-1,4,5,7-tetrahydrofuro[3,4-b]pyridine-3-carboxylate